5-(trifluoromethyl)pyrazole-3-carboxylic acid FC(C1=CC(=NN1)C(=O)O)(F)F